aminohafnium chloride [Cl-].N[Hf+3].[Cl-].[Cl-]